3,4-dichloro-5-methoxyfuranone ClC1C(OC(=C1Cl)OC)=O